3,3'-bis(methyl)benzidine CC=1C=C(C=CC1N)C1=CC(=C(N)C=C1)C